C[N+](C)(C)C(C(=O)[O-])C Trimethylammonio-Propionat